[Cl-].[Cl-].C1(CCC1)=[Zr+2](C1C(=CC2=C(C(=CC=C12)C)C1=CC=CC=C1)C=1OC(=CC1)C1=CC=CC=C1)C1C(=CC2=C(C(=CC=C12)C)C1=CC=CC=C1)C=1OC(=CC1)C1=CC=CC=C1 Cyclobutylidenebis[2-(5-phenyl-2-furyl)-4-phenyl-5-methyl-1-indenyl]zirconium dichloride